N1=CC(=C2N1C=CN=C2)O Pyrazolo[1,5-a]Pyrazin-3-ol